N-Boc-4-(2-hydroxyethyl)piperazine C(=O)(OC(C)(C)C)N1CCN(CC1)CCO